(R)-2-(3-fluoropyrrolidin-1-yl)-5-(4,4,5,5-tetramethyl-1,3,2-dioxaborolan-2-yl)pyridine F[C@H]1CN(CC1)C1=NC=C(C=C1)B1OC(C(O1)(C)C)(C)C